Dimethyl 2-oxoheptyl phosphonate CCCCCC(=O)CP(=O)(OC)OC